CC1=CC=C(N=N1)C(C)NC1=NC=NC2=C(C=C(C=C12)C1=NC=C(C=N1)C)OCC1(CCOCC1)O 4-[[4-[1-(6-Methylpyridazin-3-yl)ethylamino]-6-(5-methylpyrimidin-2-yl)quinazolin-8-yl]oxymethyl]tetrahydropyran-4-ol